C(C)N1CCC(CC1)NS(=O)(=O)C1=CC(=CC=C1)OC[C@H](CNC1OC2(C#C1)CCN(CC2)S(=O)(=O)C2=CC1=CC=CC=C1C=C2)O N-(1-ethylpiperidin-4-yl)-3-((2S)-2-hydroxy-3-(8-(naphthalen-2-ylsulfonyl)-1-oxa-8-azaspiro[4.5]decan-3-ynylamino)propoxy)benzenesulfonamide